ethyl 2-(2-cyclopropyl-7-oxo-spiro[5H-thieno[2,3-c]pyridine-4,1'-cyclopropane]-6-yl)acetate C1(CC1)C1=CC2=C(C(N(CC23CC3)CC(=O)OCC)=O)S1